ON=C(N)C1=CC2=C(C=N1)N(C=N2)CC2OCC2 N'-hydroxy-3-(oxetan-2-ylmethyl)-3H-imidazo[4,5-c]pyridine-6-carboxamidine